2-chloro-4-[2-fluoro-4-(trifluoromethyl)phenyl]-6,7-dimethyl-pteridine ClC1=NC2=NC(=C(N=C2C(=N1)C1=C(C=C(C=C1)C(F)(F)F)F)C)C